FC=1C=C2C(=CNC(C2=CC1F)=O)[C@H](C)N(C(C1=CC(=C(C(=C1)F)F)F)=O)C (S)-N-(1-(6,7-Difluoro-1-oxo-1,2-dihydroisoquinolin-4-yl)ethyl)-3,4,5-trifluoro-N-methylbenzamide